ClC=1C=NC(=NC1)N1CCC(CC1)CCCOC1=CC(=C(C=C1)CC(=O)N1C[C@H](CC1)CNC[C@@H]([C@@H]([C@@H](CO)O)O)O)F 2-[4-[3-[1-(5-chloropyrimidin-2-yl)-4-piperidyl]propoxy]-2-fluoro-phenyl]-1-[(3R)-3-[[[(2S,3S,4R)-2,3,4,5-tetrahydroxypentyl]amino]methyl]-pyrrolidin-1-yl]ethanone